OC1=C(C(=CC(=C1)OC)OC)C(\C=C/C1=CC=C(C=C1)O)=O (Z)-1-(2-Hydroxy-4,6-dimethoxyphenyl)-3-(4-hydroxyphenyl)prop-2-en-1-one